C(CCCC#C)(=O)NCC1=CC=C(/C=C/B(O)O)C=C1 (E)-(4-(hex-5-ynamidomethyl)styryl)boronic acid